(((3aR,4S,6R,6aS)-6-(6-(((1R,2S)-2-(3,4-difluorophenyl)cyclopropyl)amino)-2-(propylsulfanyl)-9H-purin-9-yl)-2,2-dimethyltetrahydro-4H-cyclopenta[d][1,3]dioxolan-4-yl)oxy)-ethanol FC=1C=C(C=CC1F)[C@H]1[C@@H](C1)NC1=C2N=CN(C2=NC(=N1)SCCC)[C@@H]1C[C@@H]([C@@H]2[C@H]1OC(O2)(C)C)OC(C)O